N-(3,5-difluorobenzyl)-3-(5-(piperidin-4-ylmethyl)-1,4,5,6-tetrahydropyrrolo[3,4-d]imidazol-2-yl)-1H-indazol-5-amine FC=1C=C(CNC=2C=C3C(=NNC3=CC2)C2=NC3=C(N2)CN(C3)CC3CCNCC3)C=C(C1)F